N-(1-((1-(4-chlorophenyl)-1H-pyrazol-3-yl)oxy)propan-2-yl)-O-methylhydroxylamine ClC1=CC=C(C=C1)N1N=C(C=C1)OCC(C)NOC